ClC=1C=C2N=CC=NC2=CC1Cl 6,7-dichloro-quinoxaline